C(CCCCCCC)P(=O)(CCCCCCCC)CP(=O)(CCCCCCCC)CCCCCCCC 1-(dioctylphosphorylmethyl-octylphosphoryl)octane